1-{[1-(2-methoxyethyl)-1H-imidazol-2-yl]methyl}-2'-(quinolin-3-yl)-5',6'-dihydrospiro[azetidine-3,4'-pyrrolo[1,2-b]pyrazole] COCCN1C(=NC=C1)CN1CC2(CCN3N=C(C=C32)C=3C=NC2=CC=CC=C2C3)C1